3-(4-((7-cyano-2-((6,6-dimethyl-6,7-dihydro-4H-pyrazolo[5,1-c][1,4]oxazin-2-yl)amino)-1-methyl-1H-imidazo[4,5-b]pyridin-6-yl)oxy)pyridin-2-yl)-1,1-dimethylurea C(#N)C1=C2C(=NC=C1OC1=CC(=NC=C1)NC(N(C)C)=O)N=C(N2C)NC2=NN1C(COC(C1)(C)C)=C2